(R)-Methyl 2-(4-(2-(2-chloro-4-(3-(4-cyano-3-(trifluoromethyl)phenyl)-5,5-dimethyl-4-oxo-2-thioxoimidazolidin-1-yl)phenoxy)ethyl)piperazin-1-yl)propanoate ClC1=C(OCCN2CCN(CC2)[C@@H](C(=O)OC)C)C=CC(=C1)N1C(N(C(C1(C)C)=O)C1=CC(=C(C=C1)C#N)C(F)(F)F)=S